OCC1(CC2=C(N(C=N2)C2=CC=C(C#N)C=C2)C(O1)=O)C 4-[6-(hydroxymethyl)-6-methyl-4-oxo-3H,4H,6H,7H-pyrano[3,4-d]imidazol-3-yl]benzonitrile